7-(4-ethyl-1-methyloctyl)-8-hydroxyquinoline C(C)C(CCC(C)C1=CC=C2C=CC=NC2=C1O)CCCC